tert-butyl 4-(5-(4-amino-3-bromo-1H-pyrazolo[3,4-d]pyrimidin-1-yl)pyridin-2-yl)piperazine-1-carboxylate NC1=C2C(=NC=N1)N(N=C2Br)C=2C=CC(=NC2)N2CCN(CC2)C(=O)OC(C)(C)C